2-(3-hydroxyazetidin-1-yl)pyrimidin OC1CN(C1)C1=NC=CC=N1